(3-fluoro-4'-methyl-[2,3'-bipyridin]-2'-yl)((1S,4S,6R)-6-((5-(trifluoromethyl)pyridin-2-yl)amino)-2-azabicyclo[2.2.1]hept-2-yl)methanone FC=1C(=NC=CC1)C=1C(=NC=CC1C)C(=O)N1[C@@H]2[C@@H](C[C@H](C1)C2)NC2=NC=C(C=C2)C(F)(F)F